C1(=CC=C(C=C1)CCC1(CC=2C=NC=CC2N1)C(=O)N)C1=CC=CC=C1 2-(biphenyl-4-ylethyl)-1H-pyrrolo[3,2-c]pyridine-2-carboxamide